ClC=1C=C(C=CC1)C(=C)C 2-(3-chlorophenyl)propylene